para-tolyl-boronic acid C1(=CC=C(C=C1)B(O)O)C